4-(7-(6-(bis(4-methoxybenzyl)amino)-3-iodopyridin-2-yl)-6-chloro-2-fluoroquinazolin-4-yl)piperazine-1-carboxylic acid tert-butyl ester C(C)(C)(C)OC(=O)N1CCN(CC1)C1=NC(=NC2=CC(=C(C=C12)Cl)C1=NC(=CC=C1I)N(CC1=CC=C(C=C1)OC)CC1=CC=C(C=C1)OC)F